(S)-(6-(2-((tert-butoxycarbonyl)amino)-3-methoxy-3-oxopropyl)-5-fluoropyridin-3-yl)boronic acid C(C)(C)(C)OC(=O)N[C@@H](CC1=C(C=C(C=N1)B(O)O)F)C(=O)OC